F[C@@H]1COCC[C@@H]1NC1=NN2C(C=NC(=C2O[C@@H](C(F)(F)F)C)C=2C=NNC2)=N1 N-((3S,4S)-3-Fluorotetrahydro-2H-pyran-4-yl)-6-(1H-pyrazol-4-yl)-5-(((R)-1,1,1-trifluoropropan-2-yl)oxy)-[1,2,4]triazolo[1,5-a]pyrazin-2-amine